2-fluoro-5-methyl-phenol FC1=C(C=C(C=C1)C)O